7-bromo-1-methyl-2,3-dihydro-1H-pyrido[2,3-b][1,4]oxazine BrC1=CC2=C(OCCN2C)N=C1